4-(4-bromo-3-(trifluoromethyl)phenyl)-1H-pyrazole BrC1=C(C=C(C=C1)C=1C=NNC1)C(F)(F)F